FC(C(=O)O)(F)F.N1=NC(=CC=C1)C#N pyridazine-3-carbonitrile trifluoroacetate salt